N1(CCC1)C(=O)C1=NN2C([C@@H](N=C(C3=C2C=CC(=C3Cl)Cl)C3=NC=CC=C3F)C)=N1 Azetidin-1-yl-[(4S)-7,8-dichloro-6-(3-fluoro-2-pyridinyl)-4-methyl-4H-[1,2,4]triazolo[1,5-a][1,4]benzodiazepine-2-Yl]methanone